[Si](C)(C)(C(C)(C)C)O[C@@]1(COCC1)C1=NC=CC(=C1)NC([O-])=O |r| rac-N-[2-[3-[tert-butyl(dimethyl)silyl]oxytetrahydrofuran-3-yl]-4-pyridyl]carbamate